3,6-dichloropyridazine-4-carbonitrile ClC=1N=NC(=CC1C#N)Cl